C1(CC1)OC1=CC=NC2=CC=C(C=C12)N1CC2(C1)CC(C2)\C=C\C=2C(=NOC2C2CC2)C2=C(C=NC=C2Cl)Cl (E)-4-cyclopropoxy-6-(6-(2-(5-cyclopropyl-3-(3,5-dichloropyridin-4-yl)isoxazol-4-yl)vinyl)-2-azaspiro[3.3]heptan-2-yl)quinoline